CC(CCCCCCCC)CCCC(CCCC(CCCCCCCCCC)C)C 9,13,17-Trimethylheptacosane